C1(=C(C=CC=C1)C1=NC(=CC(=N1)Cl)C1=CC=CC=C1)C1=CC=CC=C1 2-([1,1'-biphenyl]-2-yl)-4-chloro-6-phenylpyrimidine